COC([C@H](CC(=O)C=1SC2=C(C1)C=C(C(=C2)CCC)OC)C)=O (2S)-4-(5-methoxy-6-propyl-1-benzothien-2-yl)-2-methyl-4-oxobutanoic acid methyl ester